N-[(4-Chlorophenyl)-methyl]-2,4-diisopropyl-6-morpholin-4-yl-pyridine-3-carboxylic acid amide ClC1=CC=C(C=C1)CNC(=O)C=1C(=NC(=CC1C(C)C)N1CCOCC1)C(C)C